NC=1N(N=C2C1[C@@H](N(CC2)C(=O)OC(C)(C)C)C)C2=CC(=C(C(=C2)C)Cl)C tert-Butyl (4S)-3-amino-2-(4-chloro-3,5-dimethylphenyl)-4-methyl-6,7-dihydro-4H-pyrazolo[4,3-c]pyridine-5-carboxylate